N-(2-bromo-4-fluorophenyl)-2-(2-chloro-4-fluorophenoxy)acetamide BrC1=C(C=CC(=C1)F)NC(COC1=C(C=C(C=C1)F)Cl)=O